NC[C@@H]1C[C@H](CCC1)N(C1=C2CN(C(C2=CC=C1)=O)C1C(NC(CC1)=O)=O)CCCCC 3-(4-(((1S,3S)-3-(aminomethyl)cyclohexyl)(pentyl)amino)-1-oxoisoindolin-2-yl)piperidine-2,6-dione